dl-1,1-bis(2,3-dicarboxyphenyl)ethane C(=O)(O)C1=C(C=CC=C1C(=O)O)C(C)C1=C(C(=CC=C1)C(=O)O)C(=O)O